4-(3-methoxypyrrolidin-1-yl)-2-((tetrahydrofuran-2-yl)methoxy)-6-(3-(m-tolyl)-1H-pyrazol-1-yl)pyrimidine COC1CN(CC1)C1=NC(=NC(=C1)N1N=C(C=C1)C=1C=C(C=CC1)C)OCC1OCCC1